C(C#C)C1=C(O)C=CC=C1O Propargylresorcin